C(#N)CC(=O)C=1C(=CC=C2C=CC=NC12)OCCCNC(OC(C)(C)C)=O tert-butyl (3-{[8-(2-cyanoacetyl)quinolin-7-yl]oxy}propyl)carbamate